FC1=C(C=C(C(=C1)C1=NC=C(N=C1)N(C)[C@@H]1[C@@H]([C@]2(CC[C@@](C1)(N2)C)C)F)O)C2=CC(N(C=C2)C)=O 4-(2-fluoro-4-(5-(((1R,2S,3S,5S)-2-fluoro-1,5-dimethyl-8-azabicyclo[3.2.1]octan-3-yl)(methyl)amino)pyrazin-2-yl)-5-hydroxyphenyl)-1-methylpyridin-2(1H)-one